ClC1=CC2=C(C=N1)C(=NN2)N2CC1CCCC(C2)N1C 6-chloro-3-(9-methyl-3,9-diazabicyclo[3.3.1]non-3-yl)-1H-pyrazolo[4,3-C]pyridine